IC1=CC(=C(C(=C1)C)NC(CC(C)(C)C)=O)C N-(4-iodo-2,6-dimethyl-phenyl)-3,3-dimethyl-butanamide